calcium disulphamate S(N)([O-])(=O)=O.S(N)([O-])(=O)=O.[Ca+2]